(R)-1-(difluoromethylene)-5-(3-((1-(2-hydroxyethyl)piperidin-3-yl)amino)-5-methyl-1,2,4-triazine-6-yl)-2,3-dihydro-1H-indene-4-ol FC(=C1CCC=2C(=C(C=CC12)C1=C(N=C(N=N1)N[C@H]1CN(CCC1)CCO)C)O)F